6-(benzyloxy)-5-bromoimidazo[1,2-a]pyridine C(C1=CC=CC=C1)OC=1C=CC=2N(C1Br)C=CN2